C(C)(C)(C)C1=CC(=NO1)C(=O)NCC1=C(C=C(C=C1)C1=CC(=NC=C1)NC(=O)C1CC1)C 5-(tert-butyl)-N-(4-(2-(cyclopropanecarboxamido)pyridin-4-yl)-2-methylbenzyl)isoxazole-3-carboxamide